N-(3-(dimethylamino)benzyl)-N-(3-methoxybenzyl)-4-(2-morpholinoethyl)oxazol-2-amine CN(C=1C=C(CN(C=2OC=C(N2)CCN2CCOCC2)CC2=CC(=CC=C2)OC)C=CC1)C